NC1=CC(=C(C=C1)S(=O)(=O)N)F 4-amino-2-fluorobenzenesulfonamide